3-amino-N-[(4-{2-[2-methoxy-2-(2-methoxyphenyl)acetamido]ethyl}phenyl)methyl]pyrazine-2-carboxamide NC=1C(=NC=CN1)C(=O)NCC1=CC=C(C=C1)CCNC(C(C1=C(C=CC=C1)OC)OC)=O